C(CCC)N1C(N(C(C(C1=O)=C(N)N)=O)C1CCC2(CC3(C(NC(N3CC3COC3)=O)=O)C2)CC1)=O Butyl-5-(diaminomethylene)-3-((5R,7r,10R)-1-(oxetan-3-ylmethyl)-2,4-dioxo-1,3-diazadispiro[4.1.57.15]tridecan-10-yl)pyrimidine-2,4,6(1H,3H,5H)-trione